ClC1=C(CNC(=O)C=2C(C(=C3N([C@H]4CCCCN(C3=O)C4)C2)O)=O)C=CC(=C1Cl)F (7S)-N-(2,3-dichloro-4-fluorobenzyl)-12-hydroxy-1,11-dioxo-1,4,5,6,7,11-hexahydro-3H-2,7-methanopyrido[1,2-a][1,4]diazonine-10-carboxamide